1-(4-methoxyphenyl)-N-[(R)-1-phenylethyl]-2-propylamine COC1=CC=C(C=C1)CC(C)N[C@H](C)C1=CC=CC=C1